C(C)(C)(C)OC(=O)N1[C@H](C[C@@H](C1)O)C1=CC(=C(C=C1)C=1N=C2SC3=C(N2C1)C=C(C(=C3)C(NC3CCN(CC3)C)=O)OC)F (trans)-2-(3-fluoro-4-(6-methoxy-7-((1-methylpiperidin-4-yl)carbamoyl)benzo[d]imidazo[2,1-b]thiazol-2-yl)phenyl)-4-hydroxypyrrolidine-1-carboxylic acid tert-butyl ester